CN(CCN(CCO)C)C N,N,N'-trimethyl-N'-(β-hydroxyethyl)-ethylenediamine